Dimethyl 3-methylpentadecanedioate CC(CC(=O)OC)CCCCCCCCCCCC(=O)OC